Dihydrobenzothiopyran-1,1-dioxide S1(CCCC2=C1C=CC=C2)(=O)=O